benzyl 4-[3-[(3S)-1-tert-butoxycarbonyl-5,5-dimethyl-pyrrolidin-3-yl]-1-[[6-[(6-tert-butyl-2-fluoro-pyridine-3-carbonyl)sulfamoyl]-2-pyridyl]amino]propyl]piperidine-1-carboxylate C(C)(C)(C)OC(=O)N1C[C@H](CC1(C)C)CCC(NC1=NC(=CC=C1)S(NC(=O)C=1C(=NC(=CC1)C(C)(C)C)F)(=O)=O)C1CCN(CC1)C(=O)OCC1=CC=CC=C1